N-(4-chloro-3-fluoro-5-(7-((4-methoxybenzyl)(methyl)amino)-1,6-naphthyridin-3-yl)phenyl)-4-(2-cyanoprop-2-yl)picolinamide ClC1=C(C=C(C=C1C=1C=NC2=CC(=NC=C2C1)N(C)CC1=CC=C(C=C1)OC)NC(C1=NC=CC(=C1)C(C)(C)C#N)=O)F